COC(CCCCCCCC=CC=CCC)OC 14,14-dimethoxy-3,5-tetradecadiene